FC(O[C@H]1CC[C@H](CC1)NC=1N=C(C2=C(N1)NC=C2C=2C=CC1=C(N(N=N1)C)C2)OC)F N-(cis-4-(Difluoromethoxy)cyclohexyl)-4-methoxy-5-(1-methyl-1H-benzo[d][1,2,3]triazol-6-yl)-7H-pyrrolo[2,3-d]pyrimidin-2-amine